ClC=1C=C2CCC(N(C2=CC1)C1CN(CC1)C(=O)OC(C)(C)C)C tert-butyl 3-(6-chloro-2-methyl-3,4-dihydro-2H-quinolin-1-yl)pyrrolidine-1-carboxylate